7-benzyl 1-methyl (S)-2-((tert-butoxycarbonyl) amino)-5-oxopimelate C(C)(C)(C)OC(=O)N[C@H](C(=O)OC)CCC(CC(=O)OCC1=CC=CC=C1)=O